CC(C(C(=O)O)O)(N)C dimethyl-3-amino-2-hydroxypropionic Acid